C(C)(C)(C)OC(=O)N1CC2C(C1)CC(C2)=O N-tert-butoxycarbonyl-hexahydro-5-oxocyclopenta[c]pyrrole